tert-butyl 4-[[4-[7-(difluoromethyl)-1,2,3,4-tetrahydroquinolin-6-yl]pyrazol-1-yl]methyl]piperidine-1-carboxylate FC(C1=C(C=C2CCCNC2=C1)C=1C=NN(C1)CC1CCN(CC1)C(=O)OC(C)(C)C)F